4-(4-(1H-pyrazol-4-yl)phenyl)-N-(pyridin-3-yl)butanamide N1N=CC(=C1)C1=CC=C(C=C1)CCCC(=O)NC=1C=NC=CC1